N[C@H](CC(=O)O)CC1=CC(=CC=C1)C(F)(F)F (S)-β-amino-4-(3-trifluoromethylphenyl)-butyric acid